N-(2-chloro-4-(trifluoromethyl)phenyl)-2-(2-(4,7-dihydro-5H-thieno[2,3-c]pyran-2-yl-5,5-d2)-5-ethyl-7-oxo-6-(piperazin-1-yl)-[1,2,4]triazolo[1,5-a]pyrimidin-4(7H)-yl)acetamide ClC1=C(C=CC(=C1)C(F)(F)F)NC(CN1C=2N(C(C(=C1CC)N1CCNCC1)=O)N=C(N2)C2=CC1=C(COC(C1)([2H])[2H])S2)=O